4-bromo-3-methyl-aniline BrC1=C(C=C(N)C=C1)C